fluoro-1-(3-(7-(3-methyl-1,2,4-oxadiazol-5-yl)-3-(4-(trifluoromethyl)phenyl)-1H-indazol-1-yl)azetidin-1-yl)prop-2-en-1-one FC(C(=O)N1CC(C1)N1N=C(C2=CC=CC(=C12)C1=NC(=NO1)C)C1=CC=C(C=C1)C(F)(F)F)=C